4-(8-amino-3-((2S)-1-(4-((2-(2,6-dioxopiperidin-3-yl)-1,3-dioxoisoindoline-4-yl)thio)butyl)pyrrolidin-2-yl)imidazo[1,5-a]pyrazin-1-yl)-N-(pyridin-2-yl)benzamide NC=1C=2N(C=CN1)C(=NC2C2=CC=C(C(=O)NC1=NC=CC=C1)C=C2)[C@H]2N(CCC2)CCCCSC2=C1C(N(C(C1=CC=C2)=O)C2C(NC(CC2)=O)=O)=O